C(C)(C)(C)OC(=O)N[C@@H]1CN(CC1)C(=O)C1=C(C=C(S1)C1=CC(=C(C=C1)C1CCN(CC1)C(=O)OC(C)(C)C)Cl)C tert-butyl (S)-4-(4-(5-(3-((tert-butoxycarbonyl)amino)pyrrolidine-1-carbonyl)-4-methylthiophen-2-yl)-2-chlorophenyl)piperidine-1-carboxylate